O=C1NC(CCC1N1C(C2=CC=CC(=C2C1=O)C1CCNCC1)=O)=O 2-(2,6-dioxopiperidin-3-yl)-4-(piperidin-4-yl)isoindole-1,3-dione